5-(6-(difluoromethyl)-2-(quinolin-7-yl)pyridin-3-yl)-2-neopentyloxazole FC(C1=CC=C(C(=N1)C1=CC=C2C=CC=NC2=C1)C1=CN=C(O1)CC(C)(C)C)F